methyl-6-oxoheptanoic acid CC(C(=O)O)CCCC(C)=O